FC1=C(CC2=C(C=C(OCC(=O)OCC)C=C2C(=C)C)C)C=CC(=C1C(C)C)O ethyl 2-(4-(2-fluoro-4-hydroxy-3-isopropylbenzyl)-3-methyl-5-(prop-1-en-2-yl)phenoxy)acetate